9-(3-fluorobicyclo[1.1.1]pentan-1-yl)-7-methyl-2-((6-methylbenzo[c][1,2,5]thiadiazol-5-yl)amino)-7,9-dihydro-8H-purin-8-one FC12CC(C1)(C2)N2C1=NC(=NC=C1N(C2=O)C)NC2=CC=1C(=NSN1)C=C2C